NCC=1C=C(C=CC1)C=1C=C2C(=NN(C2=CC1)C(C)C)COC1=C(C=CC=C1)CC(=O)O 2-(2-((5-(3-(aminomethyl)phenyl)-1-isopropyl-1H-indazol-3-yl)methoxy)phenyl)acetic acid